2-(Dichloromethyl)-7-(trifluoromethyl)-2,3-dihydroimidazo[1,2-a]pyridin-2-ol ClC(C1(N=C2N(C=CC(=C2)C(F)(F)F)C1)O)Cl